OCCOC=1C=C(C=CC1OC)[C@@H](C)NC(C1=C(C=CC(=C1)N1CCN(CC1)C)C)=O N-[(1R)-1-[3-(2-hydroxyethoxy)-4-methoxy-phenyl]ethyl]-2-methyl-5-(4-methylpiperazin-1-yl)benzamide